diphenyl-N,N-diisobutyl-carbamoyl-methyl-phosphine oxide C1(=CC=CC=C1)C(P(C(N(CC(C)C)CC(C)C)=O)=O)C1=CC=CC=C1